4,4,4-trifluoro-3-(trifluoromethyl)butan-1-amine FC(C(CCN)C(F)(F)F)(F)F